C(C)(C)(C)OC(=O)N1[C@H](CN(CC1)[C@@H]1CC[C@@H](CC1)CNC1=C(C=C(C=C1)S(N)(=O)=O)[N+](=O)[O-])C (S)-2-methyl-4-((cis)-4-(((2-nitro-4-sulfamoylphenyl)amino)methyl)cyclohexyl)piperazine-1-carboxylic acid tert-butyl ester